FC(C=1C(=C(C=CC1)[C@@H](C)NC=1C2=C(N=C(N1)S(=O)(=O)C)N=C(C(=C2)C2(CC2)C#N)OC)F)F (R)-1-(4-((1-(3-(difluoromethyl)-2-fluorophenyl)ethyl)amino)-7-methoxy-2-(methylsulfonyl)pyrido[2,3-d]pyrimidin-6-yl)cyclopropane-1-carbonitrile